C(#C)C1=CC=C(C=C1)C=1SC=CC1 2-(4-ethynylphenyl)thiophene